OCCCCN(CCCCCCC(C(=O)[O-])(CCCCCCCC)CCCCCC)CCCCCCC(C(=O)[O-])(CCCCCCCC)CCCCCC ((4-hydroxybutyl)azanediyl)bis(hexane-6,1-diyl)bis(2-hexyl decanoate)